FC1=CC=C(C=C1)C1=CC=C(C=C1)NC(CCC(=O)N1C=2N(CCC1)N=C(C2)C)=O N-(4'-fluorobiphenyl-4-yl)-4-(2-methyl-6,7-dihydropyrazolo[1,5-a]pyrimidin-4(5H)-yl)-4-oxobutanamide